acetyl ethyl peroxide C(C)OOC(C)=O